ONC(\C=C\C1=C(C=CC=C1)NCC=1C(=NNC1)C1=CC=C(C=C1)C(F)(F)F)=O (E)-N-hydroxy-3-(2-(((3-(4-(trifluoromethyl)phenyl)-1H-pyrazol-4-yl)methyl)amino)phenyl)acrylamide